[I-].C(C1=CC=CC=C1)(=O)OC[N+]1(CCC=C(C1)C1=NSN=C1OCCCCCC)C 1-((Benzoyloxy)methyl)-5-(4-(hexyloxy)-1,2,5-thiadiazol-3-yl)-1-methyl-1,2,3,6-tetrahydropyridin-1-ium iodide